Cl.Cl.N1C[C@H](C(=O)NN)CCC1 |r| racemic-nipecotic acid hydrazide dihydrochloride